CC(CCN1CCN(C2=CC=CC=C12)C(CCN1CCN(CC1)C)=O)(C)C 3,3-dimethyl-1-(4-(3-(4-methylpiperazin-1-yl)propanoyl)-3,4-dihydroquinoxalin-1(2H)-yl)butan